(R)-6-(2-amino-3-methoxypropyl)-2-chloro-7-methyl-N-(thiophen-2-ylmethyl)pyrrolo[1,2-b]pyridazin-4-amine N[C@H](CC=1C=C2N(N=C(C=C2NCC=2SC=CC2)Cl)C1C)COC